C=1N=CN2C1C1=CC=CC=C1C2C2(CSC2)O 3-(5H-imidazo[5,1-a]isoindol-5-yl)thietane-3-ol